tert-butyl ((3aR,4R,7S,7aR)-4-(13-azido-2,5,8,11-tetraoxatridecyl)-2,2-dimethyltetrahydro-4H-[1,3]dioxolo[4,5-c]pyran-7-yl)carbamate N(=[N+]=[N-])CCOCCOCCOCCOC[C@H]1OC[C@@H]([C@@H]2[C@H]1OC(O2)(C)C)NC(OC(C)(C)C)=O